6-(6-hydroxy-6-methyl-2-azaspiro[3.3]heptane-2-yl)benzo[b]thiophene-2-carboxylic acid OC1(CC2(CN(C2)C=2C=CC3=C(SC(=C3)C(=O)O)C2)C1)C